O1CCCOCC(OCCCOCC1=O)=O 1,5,8,12-tetraoxacyclotetradecane-7,14-dione